Ethyl 2-(5-methoxy-3,4'-bipyridin-2'-yl)-5-(trifluoromethyl)-1H-imidazole-4-carboxylate COC=1C=C(C=NC1)C1=CC(=NC=C1)C=1NC(=C(N1)C(=O)OCC)C(F)(F)F